tert-butyl (6R)-6-(((2R,3R,5R,6S)-5-((tert-butyldiphenylsilyl) oxy)-3-hydroxy-6-methyltetrahydro-2H-pyran-2-yl) oxy)-3-hydroxyheptanoate [Si](C1=CC=CC=C1)(C1=CC=CC=C1)(C(C)(C)C)O[C@@H]1C[C@H]([C@@H](O[C@H]1C)O[C@@H](CCC(CC(=O)OC(C)(C)C)O)C)O